C(C)(C)(C)OC(=O)N1C2=C(OCC1)C(=CC(=N2)C2=C(C=CC(=C2)Cl)F)NC2=C(C=NC=C2)C(=O)NC2CCN(CC2)C(=O)OC(C)(C)C tert-butyl 4-[4-({4-[(tert-butoxy)carbonyl]-6-(5-chloro-2-fluorophenyl)-2H,3H,4H-pyrido[3,2-b][1,4]oxazin-8-yl}amino)pyridine-3-amido]piperidine-1-carboxylate